N-(2-Chloro-4-fluorophenyl)-N-{4-[2-(2,6-dichlorophenyl)acetamido]pyridin-2-yl}acetamide ClC1=C(C=CC(=C1)F)N(C(C)=O)C1=NC=CC(=C1)NC(CC1=C(C=CC=C1Cl)Cl)=O